N-(5-(1-methyl-1H-pyrazol-3-yl)-4-((6-(methylsulfonyl)-4-(tetrahydro-2H-pyran-4-yl)pyridin-2-yl)amino)pyridin-2-yl)acetamide CN1N=C(C=C1)C=1C(=CC(=NC1)NC(C)=O)NC1=NC(=CC(=C1)C1CCOCC1)S(=O)(=O)C